(S)-8-(5-((2-amino-3-chloropyridin-4-yl)thio)pyrazin-2-yl)-2-oxa-8-azaspiro[4.5]decan-4-amine NC1=NC=CC(=C1Cl)SC=1N=CC(=NC1)N1CCC2([C@@H](COC2)N)CC1